(S)-3-(4-chlorophenyl)-1-isopropyl-1,2,3,4-tetrahydroquinoxaline ClC1=CC=C(C=C1)[C@H]1CN(C2=CC=CC=C2N1)C(C)C